p-azidophenylstyryl ketone N(=[N+]=[N-])C1=CC=C(C=C(C2=CC=CC=C2)C(=O)C(=CC2=CC=C(C=C2)N=[N+]=[N-])C2=CC=CC=C2)C=C1